5-bromo-4-methyl-2-(p-tolyl)pyridine BrC=1C(=CC(=NC1)C1=CC=C(C=C1)C)C